CN(C1(CCC2(C(N(C(N2)=O)CCC2=CC=NC=C2)=O)CC1)C1=CC=CC=C1)C CIS-8-Dimethylamino-8-phenyl-3-(2-pyridin-4-yl-ethyl)-1,3-diazaspiro[4.5]decane-2,4-dione